3-hydroxy-13-methyl-9,11,12,14,15,16-hexahydro-6H-cyclopenta[a]phenanthren-17-one OC=1C=CC=2C3CCC4(C(CCC4C3=CCC2C1)=O)C